tert-butyl ((S)-37-(((benzyloxy) carbonyl) amino)-31-oxo-2,5,8,11,14,17,20,23,26,29-decaoxa-32-azaoctatriacontan-38-oyl)-L-valyl-L-alaninate C(C1=CC=CC=C1)OC(=O)N[C@@H](CCCCNC(COCCOCCOCCOCCOCCOCCOCCOCCOCCOC)=O)C(=O)N[C@@H](C(C)C)C(=O)N[C@@H](C)C(=O)OC(C)(C)C